C(C)OC1=CC=C(C=C1)C1=NC(=NC=C1)C(=O)NCCC=1C(=NC=C(C1)OC)F 4-(4-ethoxyphenyl)-N-(2-(2-fluoro-5-methoxypyridin-3-yl)ethyl)pyrimidine-2-carboxamide